C(C)(C)N1CCN(CC1)C1=CC=C(C=C1)NC(=O)C=1C(NC=CC1NC1=C(C2=C(OCCN2)N=C1)C)=O N-(4-(4-isopropylpiperazin-1-yl)phenyl)-4-((8-methyl-2,3-dihydro-1H-pyrido[2,3-b][1,4]oxazin-7-yl)amino)-2-oxo-1,2-dihydropyridine-3-carboxamide